Cl.ClC1=CC=C(C=C1)NC1=NC2=CC=CC=C2C(=N1)NCCO 2-({2-[(4-chlorophenyl)amino]-4-quinazolinyl}amino)ethanol hydrochloride